2,5-di([1,1'-biphenyl]-4-yl)-4-chloro-6-(3-(4,5,6-triphenylpyrimidin-2-yl)phenyl)pyrimidine C1(=CC=C(C=C1)C1=NC(=C(C(=N1)Cl)C1=CC=C(C=C1)C1=CC=CC=C1)C1=CC(=CC=C1)C1=NC(=C(C(=N1)C1=CC=CC=C1)C1=CC=CC=C1)C1=CC=CC=C1)C1=CC=CC=C1